methyl 4-(3,4-dichloro-5-methyl-1H-pyrrole-2-carboxamido)-3-(thiophen-2-ylmethoxy)benzoate ClC1=C(NC(=C1Cl)C)C(=O)NC1=C(C=C(C(=O)OC)C=C1)OCC=1SC=CC1